COC1=CC=C(C=C1)NC1=NC=NC2=CC(=C(C=C12)OC(C(=O)N)(CC)CC)OC 2-(4-((4-methoxyphenyl)amino)-7-methoxyquinazolin-6-yl)-oxydiethylacetamide